BrCCCCCCCC(=O)OC1=CC2=CC=C3C4=C(C=CC3=C2C=C1)CC=C4 1H-cyclopenta[1,2-i]phenanthr-7-yl 8-bromooctanoate